FC=1C=C(C(=O)N2CCN(C3=CC=CC=C23)C(=O)NC[C@@H]2CN(CC2)C)C=CC1 (R)-4-(3-fluorobenzoyl)-N-((1-methylpyrrolidin-3-yl)methyl)-3,4-dihydroquinoxaline-1(2H)-carboxamide